4-iodo-2-methyl-1-(trifluoromethyl)-1H-imidazole IC=1N=C(N(C1)C(F)(F)F)C